((6-chloro-2-(4-methylpiperazin-1-yl)pyrido[3,4-d]pyrimidin-4-yl)amino)-N-methylpropylamine ClC1=CC2=C(N=C(N=C2NN(C)CCC)N2CCN(CC2)C)C=N1